BrC1=C(C=CC(=C1)Cl)OC(C(F)(F)F)F 2-bromo-4-chloro-1-(1,2,2,2-tetrafluoroethoxy)benzene